[1,1':3',1''-terphenyl]-3,3''-diamine C1(=CC(=CC=C1)N)C1=CC(=CC=C1)C1=CC(=CC=C1)N